ClC1=NC(=NC=C1C#N)N1C[C@H](C([C@H](C1)C)(F)F)C 4-chloro-2-[(3R,5S)-4,4-difluoro-3,5-dimethyl-1-piperidyl]pyrimidine-5-carbonitrile